C1=NS(C=CC2=C1C=CC=C2)NC(C2=CC=C(C=C2)C2=NC=CC=C2Cl)=O N-(benzo[d][1,2]thiazepin-3-yl)-4-(3-chloropyridin-2-yl)benzamide